C(#N)C1=C(CCNC1)[NH-].[K+] Potassium [(5-Cyano-1,2,3,6-tetrahydropyridin-4-yl)amide]